N1N=C(C2=CC=CC=C12)C([O-])=S indazolethioate